sodium dilauryl-glutamine C(CCCCCCCCCCC)N([C@@H](CCC(N)=O)C(=O)O)CCCCCCCCCCCC.[Na]